C(C1=CC=CC=C1)NC1=NC(=NN2C1=CC=C2)N2C(=CC=1C(=CC=CC21)C#N)C 1-(4-(benzylamino)pyrrolo[2,1-f][1,2,4]triazin-2-yl)-2-methyl-1H-indole-4-carbonitrile